C(C)OC1=C(C=CC=C1F)C1=CC=CC=C1 ethoxy-3-fluoro-[1,1'-biphenyl]